tert-butyl 3-(5-carbamoyl-7-fluoro-1,2,3,4-tetrahydrocyclopenta[b]indol-8-yl)piperidine-1-carboxylate C(N)(=O)C1=CC(=C(C=2C3=C(NC12)CCC3)C3CN(CCC3)C(=O)OC(C)(C)C)F